BrC1=NOC(=C1)C(C(=O)OC)C(C)C methyl 2-(3-bromoisoxazol-5-yl)-3-methylbutanoate